1,2,4,5-tetraethynyl-benzene C(#C)C1=C(C=C(C(=C1)C#C)C#C)C#C